(S)-1-(3-(4-amino-1-isopropyl-7-(1H-pyrazol-3-yl)-1H-imidazo[4,5-c]quinolin-2-yl)piperidin-1-yl)butan-1-one NC1=NC=2C=C(C=CC2C2=C1N=C(N2C(C)C)[C@@H]2CN(CCC2)C(CCC)=O)C2=NNC=C2